Racemic-4-[3-fluoro-1-([1,2,4]triazolo[1,5-a]pyrazin-8-yl)piperidine-4-carbonyl]-3,5-dihydro-2H-pyrido[3,4-f][1,4]oxazepine-9-carbonitrile FC1CN(CCC1C(=O)N1CCOC2=C(C1)C=NC=C2C#N)C=2C=1N(C=CN2)N=CN1